C(C)OC1(C(CC1)CC(C)O)OCC (2,2-Diethoxycyclobutyl)propan-2-ol